C(CCCCCCCCCCCCCCCC)OC[C@@H](OC(CCCCCCCCCCCCCCCC)=O)COP(=O)([O-])OCC[N+](C)(C)C 1-heptadecyl-2-heptadecanoyl-sn-glycero-3-phosphocholine